(5-((2-(2-hydroxyethoxy)ethylamino)methyl)thiophen-2-yl)butan OCCOCCNCC1=CC=C(S1)CCCC